(1r,3r)-2,2,4,4-tetramethyl-3-((3-(trifluoromethylphenyl)-[1,2,4]triazolo[4,3-b]pyridazin-6-yl)oxy)cyclobutan-1-amine CC1(C(C(C1OC=1C=CC=2N(N1)C(=NN2)C2=C(C=CC=C2)C(F)(F)F)(C)C)N)C